N-((7-(3-cyano-5-fluorophenoxy)-2-fluoro-3-oxo-2,3-dihydro-1H-inden-4-yl)(fluoromethyl)(oxo)-λ6-sulfanylidene)cyanamide C(#N)C=1C=C(OC=2C=CC(=C3C(C(CC23)F)=O)S(=NC#N)(=O)CF)C=C(C1)F